OC(COC)C1=C2C=CN(C2=C(C=C1OC)C)C(=O)OC(C)(C)C tert-butyl 4-(1-hydroxy-2-methoxyethyl)-5-methoxy-7-methyl-1H-indole-1-carboxylate